COC1=CC=C(C=C1)C(OC[C@]12O[C@H]([C@H](N(C1)C1=NC=NC=C1)[C@@H]2O)N2C(NC(C(=C2)C)=O)=O)(C2=CC=CC=C2)C2=CC=C(C=C2)OC 1-[(1R,3R,4R,7S)-1-[[bis(4-methoxyphenyl)-phenyl-methoxy]methyl]-7-hydroxy-5-pyrimidin-4-yl-2-oxa-5-azabicyclo[2.2.1]heptan-3-yl]-5-methyl-pyrimidine-2,4-dione